BrC1=C(C=2C(NC=3N(C2C=C1C(F)(F)F)N=C(C3)C)=O)C#N 7-bromo-2-methyl-5-oxo-8-(trifluoromethyl)-4,5-dihydropyrazolo[1,5-a]quinazoline-6-carbonitrile